C(C)(C)(C)C1CSCCN1S(=O)(=O)C1=CC=C(C=C1)NC(C1=CC(=C(C=C1)OC)I)=O N-(4-((3-(tert-butyl)thiomorpholino)sulfonyl)phenyl)-3-iodo-4-methoxybenzamide